CC([O-])C.CC([O-])C.CC([O-])C.CC([O-])C.CC([O-])C.[W+5] tungsten pentaisopropoxide